9-(4-chlorophenyl)-2,3-dimethyl-7-[(2S)-2-(1-methylpyrazol-4-yl)morpholin-4-yl]pyrazino[1,2-a]pyrimidin-4-one ClC1=CC=C(C=C1)C1=NC(=CN2C1=NC(=C(C2=O)C)C)N2C[C@@H](OCC2)C=2C=NN(C2)C